3-(3-methyl-4-(3-((4-oxocyclohexyl)oxy)prop-1-yn-1-yl)-1H-indazol-1-yl)piperidine CC1=NN(C2=CC=CC(=C12)C#CCOC1CCC(CC1)=O)C1CNCCC1